(2R)-N-{4-[7-(2,2-Difluoroethoxy)-3-(pyridin-2-yl)-1H-pyrrolo[3,2-b]pyridin-2-yl]pyridin-2-yl}-4,4-difluoro-2-(4-fluorophenyl)butanamid FC(COC1=C2C(=NC=C1)C(=C(N2)C2=CC(=NC=C2)NC([C@H](CC(F)F)C2=CC=C(C=C2)F)=O)C2=NC=CC=C2)F